4-Hydroxy-2(3H)benzoxazolinone OC1=CC=CC2=C1NC(O2)=O